methyl 4,6-dichloro-5-pyrimidineacetate ClC1=NC=NC(=C1CC(=O)OC)Cl